(2-ethylimidazo[1,2-a]Pyrimidin-3-yl)(3-iodo-4-methoxyphenyl)methanone C(C)C=1N=C2N(C=CC=N2)C1C(=O)C1=CC(=C(C=C1)OC)I